ClC=1C(=C(CNC(=O)[C@H]2N(CC[C@H]2O)C(=O)OC(C)(C)C)C=CC1)F tert-Butyl (2S,3R)-2-((3-chloro-2-fluorobenzyl)carbamoyl)-3-hydroxypyrrolidine-1-carboxylate